C(#N)C1=NC(=NC(=C1)N(C)C)N1N=CC(=C1N)C(=O)O 1-[4-cyano-6-(dimethylamino)pyrimidin-2-yl]-5-amino-1H-pyrazole-4-carboxylic acid